sodium E-mesylate S(C)(=O)(=O)[O-].[Na+]